C(C)OC(CCC1OC2=CC=C(C=C2CC1)C1=NC(=CC=C1)OC1CCCC1)=O 3-[6-(6-cyclopentyloxy-pyridin-2-yl)-chroman-2-yl]-propionic acid ethyl ester